ClC1CN(C1)C(=O)O cis-3-chloroazetidine-1-carboxylic acid